C(C1=CC=CC=C1)OC=1C=C2C=CN(C2=CC1)C[C@@H](C)N(CC)CC (R)-1-(5-(benzyloxy)-1H-indol-1-yl)-N,N-diethylpropan-2-amine